[Na+].[Na+].O[B-]1(CCC=2C=CC(=C(C2O1)C(=O)O)OC1CN(C1)C(C[C@@H]1CNCC1)=O)O.O[B-]1(CCC=2C=CC(=C(C2O1)C(=O)O)OC1CN(C1)C(C[C@@H]1CNCC1)=O)O 4,4-dihydroxy-8-[(1-{[(3R)-pyrrolidin-3-yl]acetyl}azetidin-3-yl)oxy]-5-oxa-4-boranuidabicyclo[4.4.0]deca-1(6),7,9-triene-7-carboxylic acid disodium salt